2-((6-aminopyridin-2-yl)methyl)-6-(phenylsulfonyl)phthalazin-1(2H)-one NC1=CC=CC(=N1)CN1C(C2=CC=C(C=C2C=N1)S(=O)(=O)C1=CC=CC=C1)=O